S(=O)(=O)([O-])[O-].[Co+2] COBALT SULFATE SALT